N1=CCC(C2=CC=CN=C12)=O Naphthyridin-4-one